F[C@H](C(=O)NC1=C(C=C(C=C1)NCC1=CC=C(C=C1)C(F)(F)F)NC)[C@@H](CCCCC)F (2R,3R)-2,3-Difluoro-N-(2-(methylamino)-4-((4-(trifluoromethyl)benzyl)amino)phenyl)octanamid